tert-butyl (2-((benzyloxy)methyl)-1-oxo-1,2-dihydrophthalazin-6-yl)((5-cyclohexyl pyridin-2-yl)methyl)carbamate C(C1=CC=CC=C1)OCN1C(C2=CC=C(C=C2C=N1)N(C(OC(C)(C)C)=O)CC1=NC=C(C=C1)C1CCCCC1)=O